(3aR,7aR)-1-(7,8-dihydro[1,4]dioxino[2,3-e][1,3]benzothiazol-2-yl)hexahydropyrano[3,4-d]imidazol-2(3H)-one N1=C(SC2=C1C1=C(C=C2)OCCO1)N1C(N[C@@H]2[C@H]1CCOC2)=O